C[N+](CCC)(CCC)CCC N-methyltripropylammonium